3,3-dipropoxypropan-1-ol C(CC)OC(CCO)OCCC